OC(C(C(=O)OCC)C)CC\C(=C\CC\C(=C\C[C@@H]1C(C(=C(C([C@@H]1C)(OC)OC)OC)OC)=O)\C)\C ethyl (6E,10E)-3-hydroxy-2,6,10-trimethyl-12-((1S,6R)-3,4,5,5-tetramethoxy-6-methyl-2-oxocyclohex-3-en-1-yl)dodeca-6,10-dienoate